N-[2-(Ethyl-methyl-amino)-7-fluoro-4-oxo-4H-quinazolin-3-yl]-2-(4-isopropyl-phenyl)-acetamide C(C)N(C1=NC2=CC(=CC=C2C(N1NC(CC1=CC=C(C=C1)C(C)C)=O)=O)F)C